2-[(1Z)-5-fluoro-1-{[4-(4-fluorophenoxy)phenyl]methylene}-2-methyl-1H-inden-3-yl]-N-methylacetamide FC=1C=C2C(=C(/C(/C2=CC1)=C/C1=CC=C(C=C1)OC1=CC=C(C=C1)F)C)CC(=O)NC